(5-{3-Amino-4-chloro-5-[4-(trifluoromethoxy)benzene-1-sulfonyl]pyridin-2-yl}-1,3,4-oxadiazol-2-yl)methanol NC=1C(=NC=C(C1Cl)S(=O)(=O)C1=CC=C(C=C1)OC(F)(F)F)C1=NN=C(O1)CO